(E)-1-cyano-N-(2,3-dihydroxypropyl)-2-(6-(piperidin-1-yl)naphthalen-2-yl)vinylsulfonamide C(#N)/C(=C\C1=CC2=CC=C(C=C2C=C1)N1CCCCC1)/S(=O)(=O)NCC(CO)O